6-(pyridin-2-ylamino)spiro[3.3]heptan N1=C(C=CC=C1)NC1CC2(CCC2)C1